3-triazole-benzonitrile N1=NN(C=C1)C1=CC=CC=C1C#N